O(CCCCC(C(=O)OCC)(C)C1=CC=C(C=C1)C)CCCCC(C(=O)OCC)(C1=CC=C(C=C1)C)C Diethyl 6,6'-oxybis(2-methyl-2-(p-tolyl)hexanoate)